BrC=1C(N=C2SC3=C(N2C1)C=CC=C3)=O 3-Bromopyrimido[2,1-b][1,3]benzothiazol-2-on